4-chloro-5-((3R)-3-((4-(3-methylmorpholino)pyridin-2-yl)oxy)pyrrolidin-1-yl)pyridazin-3(2H)-one ClC=1C(NN=CC1N1C[C@@H](CC1)OC1=NC=CC(=C1)N1C(COCC1)C)=O